(S)-1'-(5-(2-chlorophenyl)thiazol-2-yl)-1,3-dihydrospiro[indene-2,4'-piperidin]-1-amine ClC1=C(C=CC=C1)C1=CN=C(S1)N1CCC2(CC1)[C@@H](C1=CC=CC=C1C2)N